O1CCC(CC1)C(=O)OC1=NC(=NC=C1)SC.[Li] Lithium 4-(2-(methylthio) pyrimidin-4-yl) tetrahydro-2H-pyran-4-carboxylate